2-(3-((2-ethylhexyl)oxy)-5-pentadecylphenoxy)ethyl 4-(4-(2-hydroxyethyl)piperazin-1-yl)butanoate OCCN1CCN(CC1)CCCC(=O)OCCOC1=CC(=CC(=C1)CCCCCCCCCCCCCCC)OCC(CCCC)CC